(S)-N-(1-(p-Tolyl)ethyl)-2-(1,3,7-trimethyl-4-oxo-1,4-dihydro-5H-pyrazolo[3,4-d]pyridazin-5-yl)acetamid C1(=CC=C(C=C1)[C@H](C)NC(CN1N=C(C2=C(C1=O)C(=NN2C)C)C)=O)C